C(C1=CC=CC=C1)OC(=O)N1C(CNCC1)C=1C2=C(N=C(N1)Cl)C(=CN2)CC2=CC(=CC1=CC=CC=C21)OC(C(C)(C)C)=O (2-chloro-7-((3-(pivaloyloxy)naphthalen-1-yl)methyl)-5H-pyrrolo[3,2-d]pyrimidin-4-yl)piperazine-1-carboxylic acid benzyl ester